NC1=CC=C(OCCOCCOC2CCN(CC2)C(=O)OC(C)(C)C)C=C1 tert-butyl 4-[2-[2-(4-aminophenoxy)ethoxy] ethoxy]piperidine-1-carboxylate